5-bromo-2-chloro-N-(1-cyanocyclopropyl)nicotinamide methyl-5-amino-2-hydroxybenzoate COC(C1=C(C=CC(=C1)N)O)=O.BrC=1C=NC(=C(C(=O)NC2(CC2)C#N)C1)Cl